O-(N-Methylanthraniloyl)Guanosine 5'-Diphosphate P(O)(=O)(OP(=O)(O)O)OC[C@@H]1[C@H]([C@H]([C@@H](O1)N1C=NC=2C(=O)NC(N)=NC12)OC(C=1C(NC)=CC=CC1)=O)O